tert-Butyl 2-((((9H-fluoren-9-yl)methoxy) carbonyl)amino)-4-(3-methoxy-4-(((tetrahydro-2H-pyran-2-yl)oxy) carbamoyl)phenyl)butanoate C1=CC=CC=2C3=CC=CC=C3C(C12)COC(=O)NC(C(=O)OC(C)(C)C)CCC1=CC(=C(C=C1)C(NOC1OCCCC1)=O)OC